N-isobutyl-N-methylpiperidin-4-amine C(C(C)C)N(C1CCNCC1)C